{4-[4-(morpholin-4-yl)-7-{[2-(trimethylsilyl)ethoxy]methyl}-7H-pyrrolo[2,3-d]pyrimidin-6-yl]phenyl}piperazine-1-carboxamide N1(CCOCC1)C=1C2=C(N=CN1)N(C(=C2)C2=CC=C(C=C2)C2N(CCNC2)C(=O)N)COCC[Si](C)(C)C